O[C@@]1([C@@H](CC[C@H](C1)C)C(C)C)C(=O)NCC1(CCOC2=CC=CC=C12)O (1s,2s,5r)-1-hydroxy-N-((4-hydroxychroman-4-yl)methyl)-2-isopropyl-5-methylcyclohexane-1-carboxamide